C1(C=CC=C1)[In] cyclopentadienyl-indium